6-fluoronaphthalene-1(2H)-one FC=1C=C2C=CCC(C2=CC1)=O